C(C)(=O)OI(C1=CC=CC=C1)OC(C)=O phenyliodanediyl diacetate